2-(4-(aminomethyl)-3-chlorophenyl)-N-(3-(piperidin-1-yl)propyl)benzo[d]imidazo[2,1-b]thiazole NCC1=C(C=C(C=C1)C=1N(C2SC3=C(N2C1)C=CC=C3)CCCN3CCCCC3)Cl